COC(C1=CC=C(C=C1)CN1N=C2C=CC=C(C2=C1)Br)=O 4-((4-bromo-2H-indazol-2-yl)methyl)benzoic acid methyl ester